O1CCN(CC1)C1=NC(=CC=C1/C=C/C(=O)NC1=CC=CC=2NC(NC21)=O)C(F)(F)F (E)-3-(2-morpholino-6-(trifluoromethyl)pyridin-3-yl)-N-(2-oxo-2,3-dihydro-1H-benzo[d]imidazol-4-yl)acrylamide